C(C)(C)N1N=NC=2C=CC=3C=NC(=NC3C21)NC2CCN(CC2)S(=O)(=O)CCOC 1-isopropyl-N-(1-((2-methoxyethyl)sulfonyl)piperidin-4-yl)-1H-[1,2,3]triazolo[4,5-h]quinazolin-8-amine